ClC1=C(C=C2CCN(C2=C1)C1=NC=NC2=CC=C(C=C12)C=1C=C(C=NC1)C(=O)NC)F 5-[4-(6-chloro-5-fluoro-indolin-1-yl)quinazolin-6-yl]-N-methyl-pyridine-3-carboxamide